FC1=CC(=C2C(=CC=[N+](C2=C1)[O-])OC)C(=O)OC 7-fluoro-4-methoxy-5-(methoxycarbonyl)quinoline 1-oxide